7-(8-ethynyl-7-fluoro-3-hydroxynaphthalen-1-yl)-8-fluoro-2-(((2R,7aS)-2-fluorotetrahydro-1H-pyrrolizin-7a(5H)-yl)methoxy)pyrido[4,3-d]pyrimidin C(#C)C=1C(=CC=C2C=C(C=C(C12)C1=C(C=2N=C(N=CC2C=N1)OC[C@]12CCCN2C[C@@H](C1)F)F)O)F